NC[C@@H]1OCCN(C1)C1=C(C(=C(C(=N1)SC(C(=O)N)C1=CC=CC=C1)C#N)CC)C#N 2-((6-((S)-2-(aminomethyl)morpholino)-3,5-dicyano-4-ethylpyridin-2-yl)sulfanyl)-2-phenylacetamide